Cl.CN1C2=C(N(C(C1=O)=O)C1CCNCC1)N=C(C=C2)C 1,6-dimethyl-4-(piperidin-4-yl)-1,4-dihydropyrido[2,3-b]pyrazine-2,3-dione hydrochloride